2-methyl-6-(methylthio)-7-(trifluoromethyl)pyrido[3,2-d]pyrimidin-4(3H)-one CC=1NC(C2=C(N1)C=C(C(=N2)SC)C(F)(F)F)=O